C(C#C)OCCOCCOCCOCCOC=1C=C(OC2=CC=C(C=N2)C(=O)OC)C=CC1 methyl 6-[3-[2-[2-[2-(2-prop-2-ynoxyethoxy)ethoxy]ethoxy]ethoxy]phenoxy]pyridine-3-carboxylate